(E)-1-[4-[[1-[(4-Bromophenyl)methyl]triazol-4-yl]methoxy]-2-hydroxyphenyl]-3-phenylprop-2-en-1-one BrC1=CC=C(C=C1)CN1N=NC(=C1)COC1=CC(=C(C=C1)C(\C=C\C1=CC=CC=C1)=O)O